CN(C1=NC=2N(C3=CC(=CC=C13)C=O)C=NN2)C2=CC=CC=C2 5-(methyl(phenyl)amino)-[1,2,4]triazolo[4,3-a]quinazoline-8-carbaldehyde